C(C=C=C=C=C=C=CCCCC)(=O)OC[C@@H](OC(C=C=C=C=C=C=CCCCC)=O)COP(=O)(O)O 1,2-di-dodecahexaenoyl-sn-glycero-3-phosphate